tert-butyl (2S,4S)-4-(3-(4-bromo-3-methylphenoxy)propyl)-2-methylpiperidine-1-carboxylate BrC1=C(C=C(OCCC[C@@H]2C[C@@H](N(CC2)C(=O)OC(C)(C)C)C)C=C1)C